N-[(4S)-3,4-dihydro-2H-chromen-4-yl]-4-(morpholin-4-yl)-8-(piperidin-1-yl)quinoline-3-carboxamide O1CC[C@@H](C2=CC=CC=C12)NC(=O)C=1C=NC2=C(C=CC=C2C1N1CCOCC1)N1CCCCC1